N1(C=NC2=C1C=CC=C2)C2=NC(=NC=C2)NC=2C(=CC(=C(C2)NC(C=C)=O)N(C)CCN(C)C)OC N-(5-((4-(1H-benzo[d]imidazol-1-yl)pyrimidin-2-yl)amino)-2-((2-(dimethylamino)ethyl)(methyl)amino)-4-methoxyphenyl)acrylamide